FC(CN1N=CC=2C1=NC(=CN2)N2CC1(CCN(C1=O)C1=NC=CC(=C1)C(F)(F)F)CCC2)F 7-[1-(2,2-difluoroethyl)-1H-pyrazolo[3,4-b]pyrazin-6-yl]-2-[4-(trifluoromethyl)pyridin-2-yl]-2,7-diazaspiro[4.5]decan-1-one